BrC1=CN=C2C(=NC(=NN21)C)NCC2=CC=C(C=C2)OC 7-bromo-N-(4-methoxybenzyl)-2-methylimidazo[2,1-f][1,2,4]triazin-4-amine